C1(CC1)CNS(=O)(=O)C1=CC=C(C=C1)C1=CC=C(C=C1)C#C N-cyclopropylmethyl-4'-acetylenyl-4-biphenylsulfonamide